5-(piperazin-1-yl)-6-{[4-(trifluoromethyl)phenyl]amino}pyrazin-2-ol tert-butyl-(R)-2-((4-(trifluoromethoxy)phenyl)sulfonamido)hexanoate C(C)(C)(C)[C@@](C(=O)OC1=NC(=C(N=C1)N1CCNCC1)NC1=CC=C(C=C1)C(F)(F)F)(CCCC)NS(=O)(=O)C1=CC=C(C=C1)OC(F)(F)F